FC(CN1CCN(CC1)C(=O)C=1C2=C(N(N1)CC(=O)N1CCN(CC1)C1=C(C(=CC=C1)C)C)CCC2)F 2-{3-[4-(2,2-Difluoroethyl)piperazin-1-carbonyl]-5,6-dihydrocyclopenta[c]pyrazol-1(4H)-yl}-1-[4-(2,3-dimethylphenyl)piperazin-1-yl]ethan-1-on